[2-chloro-1-(chloromethyl) ethyl] phosphate P(=O)(OC(CCl)CCl)([O-])[O-]